(1RS,3SR)-5'-Bromo-4'-chloro-3-(4-chloro-1H-pyrazol-1-yl)-1',2'-dihydrospiro[cyclopentane-1,3'-pyrrolo[2,3-b]pyridine] BrC=1C(=C2C(=NC1)NC[C@]21C[C@H](CC1)N1N=CC(=C1)Cl)Cl |r|